2,4,5,6-tetramethylpyrimidine CC1=NC(=C(C(=N1)C)C)C